[Si](C)(C)(C(C)(C)C)OC(C)(C)C1=CC(=NC(=C1F)Cl)C(C(CCCl)C)=O 1-(4-(2-((Tert-butyldimethylsilyl)oxy)propan-2-yl)-6-chloro-5-fluoropyridin-2-yl)-4-chloro-2-methylbutan-1-one